N1-(2-Propenyl)-1,2-ethanediamine C(C=C)NCCN